C(C1=CC=CC=C1)(=O)[C-](S(=O)(=O)C(F)(F)F)[IH]C1=CC=CC=C1 benzoyl-(phenyliodo)(trifluoromethanesulfonyl)methanide